CC(=O)C1=CC(=C(C(=C1)OC)O)OC 3',5-dimethoxy-4'-hydroxyacetophenone